10,11-dihydrodibenzo[b,f]azepin C1=CC=CC=2NC3=C(CCC21)C=CC=C3